1-(2-(5-benzyl-4-methylisothiazol-3-yl)-2-oxoethyl)-5-ethynylpyridin-2(1H)-one C(C1=CC=CC=C1)C1=C(C(=NS1)C(CN1C(C=CC(=C1)C#C)=O)=O)C